O[C@@H]1CCC2=C(C=3CCCC3C=C12)NC(=O)N=[S@](=O)(N)C=1SC(=CN1)C(C)(C)O |o1:1| (R,R) or (R,S)-N'-((1-hydroxy-1,2,3,5,6,7-hexahydro-s-indacen-4-yl)carbamoyl)-5-(2-hydroxypropan-2-yl)thiazole-2-sulfonimidamide